1-(2-cyclopropyl-4-nitrophenyl)-N,N-dimethylamine C1(CC1)C1=C(C=CC(=C1)[N+](=O)[O-])CNC